NC1=CC2=C(B(NC(C2)=O)O)C=C1 6-amino-1-hydroxy-1,2-dihydro-3H-benzo[c][1,2]azaborin-3-one